N-(2,6-dioxopiperidin-3-yl)-1,2,3,4,4a,5-hexahydropyrazino[1,2-d]pyrido[2,3-b][1,4]oxazine-8-carboxamide hydrochloride salt Cl.O=C1NC(CCC1NC(=O)C=1C=CC2=C(OCC3N2CCNC3)N1)=O